FC=1C=CC(=NC1)C(COC(F)(F)F)O 1-(5-Fluoro-2-pyridyl)-2-(trifluoromethoxy)ethanol